ClC=1C=C(C=CC1)C(CC(=O)OC)NC1=NC=NC2=CC(=C(C=C12)OC1CCN(CC1)C(=O)OC(C)(C)C)OC tert-butyl 4-((4-((1-(3-chlorophenyl)-3-methoxy-3-oxopropyl)amino)-7-methoxyquinazolin-6-yl)oxy)piperidine-1-carboxylate